ClC=1C=CC(=C(C1)C1(CC1)C(=O)NC=1C=CC(=C(C(=O)OC)C1)C=1C=NN(C1)C1CCC1)F Methyl 5-({[1-(5-chloro-2-fluorophenyl)cyclopropyl]carbonyl}amino)-2-(1-cyclobutyl-1H-pyrazol-4-yl)benzoate